1-Arachidonoylglycerol C(CCC\C=C/C\C=C/C\C=C/C\C=C/CCCCC)(=O)OCC(O)CO